(R)-1-(6-(benzyloxy)pyridin-2-yl)-2-methylpyrrolidine-2-carboxylic acid C(C1=CC=CC=C1)OC1=CC=CC(=N1)N1[C@](CCC1)(C(=O)O)C